FC1=C(C=C(C=C1)OC=1C(=C2C=CNC2=C(C1F)F)F)C1=NC(=NN1)[C@]1(CCOC2=C(C=CC=C12)CCC(=O)O)C 3-[(4S)-4-[5-[2-fluoro-5-[(4,6,7-trifluoro-1H-indol-5-yl)oxy]phenyl]-1H-1,2,4-triazol-3-yl]-4-methyl-chroman-8-yl]propanoic acid